3-((methylsulfonyl)methyl)-5-(4,4,5,5-tetramethyl-1,3,2-dioxaborolan-2-yl)benzo[d]oxazol-2(3H)-one CS(=O)(=O)CN1C(OC2=C1C=C(C=C2)B2OC(C(O2)(C)C)(C)C)=O